1-(((6-(4-fluorophenyl)-4-((1-(2-(trifluoromethyl)pyrimidin-5-yl)ethyl)amino)quinazolin-8-yl)oxy)methyl)cyclopropane-1-carboxylic acid FC1=CC=C(C=C1)C=1C=C2C(=NC=NC2=C(C1)OCC1(CC1)C(=O)O)NC(C)C=1C=NC(=NC1)C(F)(F)F